CN1CCN(CCC1)C1=C(C=NC2=CC=C(C=C12)SC)S(=O)(=O)C1=CC=C(OCCN)C=C1 l-2-(4-((4-(4-methyl-1,4-diazepan-1-yl)-6-(methylthio)quinolin-3-yl)sulfonyl)phenoxy)ethan-1-amine